3-(5-((3,4-dichloro-3',6'-dihydro-[2,4'-bipyridyl]-1'(2'H)-yl)methyl)-1-oxoisoindolin-2-yl)piperidine-2,6-dione ClC=1C(=NC=CC1Cl)C=1CCN(CC1)CC=1C=C2CN(C(C2=CC1)=O)C1C(NC(CC1)=O)=O